C(C)N1C(CC[C@@]2(C3C(CC=C12)C1CC[C@@H]([C@]1(C[C@@H]3O)C)[C@@H](C)O)C)=O (4aR,5S,6aS,7S)-1-ethyl-5-hydroxy-7-((R)-1-hydroxy-ethyl)-4a,6a-dimethyl-1,3,4,4a,4b,5,6,6a,7,8,9,9a,9b,10-tetradecahydro-2H-indeno[5,4-f]-quinolin-2-one